O1C(=CC=C1)C1=CC=C(CNC(=O)[C@@H]2N[C@@H](CN(C2=CC(C)C)S(=O)(=O)C2=CC=CC=C2)C(F)(F)F)C=C1 cis-N-(4-(furan-2-yl)benzyl)-1-isobutylyl-4-(phenylsulfonyl)-6-(trifluoromethyl)piperazine-2-carboxamide